N-(2-((R)-4-Cyanothiazolidin-3-yl)-2-oxoethyl)-6-((3R,4S,5S)-4-hydroxy-3,4,5-trimethylpiperidin-1-yl)quinoline-4-carboxamide C(#N)[C@H]1N(CSC1)C(CNC(=O)C1=CC=NC2=CC=C(C=C12)N1C[C@H](C([C@H](C1)C)(C)O)C)=O